(S)-1-(1-(5-fluoro-3-methylbenzofuran-2-yl)-2-methylpropyl)-3-(1-oxo-isoindolin-5-yl)urea FC=1C=CC2=C(C(=C(O2)[C@H](C(C)C)NC(=O)NC=2C=C3CNC(C3=CC2)=O)C)C1